2,4-Dinitrobenzenesulfonic ACID HYDRATE O.[N+](=O)([O-])C1=C(C=CC(=C1)[N+](=O)[O-])S(=O)(=O)O